FC(OC1=C(C=C2C(=NC=NC2=C1)C=1C(=NN(C1)C)C1=CC=CC=C1)O[C@H]1[C@@H](CN(CC1)C)F)F 7-(difluoromethoxy)-6-{[(3R,4R)-3-fluoro-1-methylpiperidin-4-yl]oxy}-4-(1-methyl-3-phenyl-1H-pyrazol-4-yl)quinazoline